ethyl [4-cyano-2-fluoro-5-(2-methylphenoxy)phenyl]carbamate C(#N)C1=CC(=C(C=C1OC1=C(C=CC=C1)C)NC(OCC)=O)F